1-[3-cyclopropyl-5-(2,2-dimethylmorpholin-4-yl)-2-fluorophenyl]-3-[(1-ethyl-1H-pyrazol-4-yl)methyl]-4-methyl-1,3-dihydro-2H-imidazol-2-one C1(CC1)C=1C(=C(C=C(C1)N1CC(OCC1)(C)C)N1C(N(C(=C1)C)CC=1C=NN(C1)CC)=O)F